methyl (E)-3-(2-((1-(2-methoxyethyl)-1H-benzo[d]imidazol-2-yl)amino)phenyl)acrylate COCCN1C(=NC2=C1C=CC=C2)NC2=C(C=CC=C2)/C=C/C(=O)OC